COC1=CC2=C(N=C[C@H]3N(C2=O)CCCC3)C=C1OCCCC(=O)NC=1N=C(N(C1)C)C(=O)NC1=CC=C(C(=O)OC)C=C1 Methyl (S)-4-(4-(4-((2-methoxy-12-oxo-6a,7,8,9,10,12-hexa-hydrobenzo[e]pyrido[1,2-a][1,4]diazepin-3-yl)oxy)butanamido)-1-methyl-1H-imidazole-2-carboxamido)benzoate